fluoronaphthyl-carboxylic acid FC1=C(C2=CC=CC=C2C=C1)C(=O)O